methyl 4-amino-2-methoxypyridine-3-carboxylate NC1=C(C(=NC=C1)OC)C(=O)OC